C(C)(C)(C)OC(=O)N1[C@H](CC[C@@H](C1)NC(COC1=CC(=C(C=C1)Cl)F)=O)C(NC1=NC=C(C=C1)Cl)=O (2r,5s)-5-[2-(4-chloro-3-fluorophenoxy)acetamido]-2-[(5-chloropyridin-2-yl)carbamoyl]piperidine-1-carboxylic acid tert-butyl ester